2-methyl-1-propanol Oxygen [O].CC(CO)C